N-(5-Chloro-1H-pyrrolo[3,2-b]pyridin-3-yl)-6-isopropoxy-1-methyl-1H-benzo[d]imidazol-2-amine ClC1=CC=C2C(=N1)C(=CN2)NC2=NC1=C(N2C)C=C(C=C1)OC(C)C